N[C@H](C(=O)O)CNC1=NC=CC=C1 (2S)-2-amino-3-[(pyridin-2-yl)amino]-propanoic acid